BrC1=CC=C(C(=C1)NC1=CC(=C(C(=C1)OC)OC)OC)N 5-bromo-N1-(3,4,5-trimethoxyphenyl)benzene-1,2-diamine